C(#C)C=1C(=CC=C2C=C(C=C(C12)C1=C(C=2N=C(N=C(C2C=N1)N(C[C@H]1NCCC1)C)N1CCN(CC1)C)F)C(F)(F)F)F (S)-7-(8-ethynyl-7-fluoro-3-(trifluoromethyl)naphthalen-1-yl)-8-fluoro-N-methyl-2-(4-methylpiperazin-1-yl)-N-(pyrrolidin-2-ylmethyl)pyrido[4,3-d]pyrimidin-4-amine